2,3-dihydro-4(1H)-pyridone N1CCC(C=C1)=O